CC1=CC=CC=2S(N=C(OC21)C2=CC=CC=C2)(=O)=O 5-methyl-3-phenylbenzo[e][1,4,3]oxathiazine-1,1-dioxide